C(C)(=O)NCCC1=CC=C(C=C1)NC(OC(C)(C)C)=O tert-butyl (4-(2-acetamidoethyl)phenyl)carbamate